OC1(C(CC1)=O)C1=CC=C(C=C1)C=1C=C(C=C2C(N(/C(/NC12)=N/OC)CC=1C=NN(C1)C)=O)S(=O)(=O)NC1(CC1)C (2E)-8-[4-(1-hydroxy-2-oxo-cyclobutyl)phenyl]-2-methoxyimino-N-(1-methylcyclopropyl)-3-[(1-methylpyrazol-4-yl)methyl]-4-oxo-1H-quinazoline-6-sulfonamide